4-(4-(2-(5-amino-8-methylbenzo[f][1,7]naphthyridin-2-yl)ethyl)-3-methylphenoxy)-1,1-difluorobutylphosphonic acid NC1=NC2=C(C=3C=C(C=NC13)CCC1=C(C=C(OCCCC(F)(F)P(O)(O)=O)C=C1)C)C=CC(=C2)C